3-(4-Chloro-1H-pyrazol-1-yl)-N-(4-methyl-3-(pyridin-4-yl)-1H-pyrazol-5-yl)propenamide ClC=1C=NN(C1)C=CC(=O)NC1=C(C(=NN1)C1=CC=NC=C1)C